trans-(5-Bromopyridin-2-yloxy)cyclohexanecarboxylic acid BrC=1C=CC(=NC1)OC1(CCCCC1)C(=O)O